3-(benzo[d]oxazol-6-yl)-1-(4-(difluoromethoxy)phenyl)-7-ethoxy-1,8-naphthyridin-2(1H)-one O1C=NC2=C1C=C(C=C2)C=2C(N(C1=NC(=CC=C1C2)OCC)C2=CC=C(C=C2)OC(F)F)=O